The molecule is a second-generation cephalosporin antibiotic having N(1)-methyltetrazol-5-ylthiomethyl, {[(cyanomethyl)sulfanyl]acetyl}amino and methoxy side-groups at positions 3, 7beta and 7alpha respectively of the parent cephem bicyclic structure. It has a role as an antibacterial drug. It is a conjugate acid of a cefmetazole(1-). CN1C(=NN=N1)SCC2=C(N3[C@@H]([C@@](C3=O)(NC(=O)CSCC#N)OC)SC2)C(=O)O